tert-butyl (2S)-4-(6-aminopyridazin-3-yl)-2-methylpiperidine-1-carboxylate NC1=CC=C(N=N1)C1C[C@@H](N(CC1)C(=O)OC(C)(C)C)C